5-bromo-N4-(2-isopropylsulfonylphenyl)-N2-(1-methylpyrazolo[5,4-b]pyridin-5-yl)pyrimidine-2,4-diamine BrC=1C(=NC(=NC1)NC=1C=C2C(=NC1)N(N=C2)C)NC2=C(C=CC=C2)S(=O)(=O)C(C)C